BrC=1C(=C(C(=CC1)N)NC)F 4-Bromo-3-fluoro-N'-methylbenzene-1,2-diamine